CO[Si](CCCN(CC1OC1)CCC[Si](OC)(OC)OC)(OC)OC 3-(trimethoxysilyl)-N-(3-(trimethoxysilyl)propyl)-N-((oxiran-2-yl)methyl)propan-1-amine